(1S,3S,4S)-N-((R)-1-cyano-2-((R)-2-oxopiperidin-3-yl)ethyl)-5,5-difluoro-2-((R)-2-hydroxy-2-phenylacetyl)-2-azabicyclo[2.2.2]octane-3-carboxamide C(#N)[C@@H](C[C@@H]1C(NCCC1)=O)NC(=O)[C@H]1N([C@@H]2CC([C@H]1CC2)(F)F)C([C@@H](C2=CC=CC=C2)O)=O